Methyl 4-amino-3-(((3S,4R)-4-(methoxymethyl)-4-methyltetrahydrofuran-3-yl)amino)benzoate NC1=C(C=C(C(=O)OC)C=C1)N[C@@H]1COC[C@@]1(C)COC